FC(C(C(O)(F)F)(F)F)(CC)F hexafluoropentanol